COC1=C(CC(N)C)C=C(C(=C1)SCCC)OC 2,5-dimethoxy-4-propylthioamphetamine